C1(=CC=CC=C1)N1C2=CC=CC=C2C=2C=C(C=CC12)C=1C=CC=2N(C3=CC=CC=C3C2C1)C1=CC=C(C=C1)C1=NC(=NC(=N1)C1=CC=CC=C1)C1=CC=CC=C1 2-{4-[3-(N-phenyl-9H-carbazole-3-yl)-9H-carbazol-9-yl]phenyl}-4,6-diphenyl-1,3,5-triazine